Ethoxymethylsilanol C(C)OC[SiH2]O